2-(pyridin-3-yl)acetamido-5-thia-1-azabicyclo[4.2.0]oct-2-ene-2-carboxylic acid N1=CC(=CC=C1)CC(=O)NC1=C(N2CCC2SC1)C(=O)O